N1=CC(=CC=C1)OCC1=CC=C(OC2CN(C2)C=2C=CC=C(C2C2=CC=CC=C2)C(=O)OC)C=C1 methyl 6-(3-(4-((pyridin-3-yloxy)methyl)phenoxy)azetidin-1-yl)-[1,1'-biphenyl]-2-carboxylate